N-(1-cyclopropyl-2-oxo-3-pyridyl)-2-[4-[[4-[4-[(2,6-dioxo-3-piperidyl)oxy]phenyl]-1-piperidyl]methyl]cyclohexyl]-6-isopropoxy-indazole-5-carboxamide C1(CC1)N1C(C(=CC=C1)NC(=O)C1=CC2=CN(N=C2C=C1OC(C)C)C1CCC(CC1)CN1CCC(CC1)C1=CC=C(C=C1)OC1C(NC(CC1)=O)=O)=O